N-(5-((6-((S)-3-(2-chloro-3,6-difluorophenyl)isoxazolidine-2-yl)pyrimidine-4-yl)amino)-2-(4-(4-cyclopropylpiperazine-1-yl)piperidine-1-yl)-4-methoxyphenyl)acrylamide ClC1=C(C(=CC=C1F)F)[C@H]1N(OCC1)C1=CC(=NC=N1)NC=1C(=CC(=C(C1)NC(C=C)=O)N1CCC(CC1)N1CCN(CC1)C1CC1)OC